8-(1,3-dimethyl-1H-pyrazol-5-yl)-N-((5-fluoro-2,3-dihydrobenzofuran-4-yl)methyl)-2-(methoxymethyl)imidazo[1,2-c]pyrimidin-5-amine CN1N=C(C=C1C=1C=2N(C(=NC1)NCC1=C(C=CC3=C1CCO3)F)C=C(N2)COC)C